2,2-dimethylpropaneDiol tert-butyl-(R)-2-(((4-chloro-2-methylphenyl)amino)methyl)morpholine-4-carboxylate C(C)(C)(C)[C@H]1N(CCOC1CNC1=C(C=C(C=C1)Cl)C)C(=O)OC(C(C)(C)C)O